(S)-1-(3-(cyclopropylmethylsulfonyl)phenoxy)-3-((R)-8-(quinolin-6-ylsulfonyl)-1-oxa-8-azaspiro[4.5]decan-3-ylamino)propan-2-ol C1(CC1)CS(=O)(=O)C=1C=C(OC[C@H](CN[C@H]2COC3(C2)CCN(CC3)S(=O)(=O)C=3C=C2C=CC=NC2=CC3)O)C=CC1